4-(3-chloro-4-(6-(1-methylcyclopropoxy)-9-((perfluorophenyl)methyl)-9H-purin-8-yl)phenoxy)-2-methylbutanoic acid ClC=1C=C(OCCC(C(=O)O)C)C=CC1C=1N(C2=NC=NC(=C2N1)OC1(CC1)C)CC1=C(C(=C(C(=C1F)F)F)F)F